O=C1CCN(CC1)C1=CC=CC=2NCCOC21 8-(4-oxo-1-piperidyl)-2,3-dihydro-1,4-benzoxazin